7-Ethyl-2-(5-fluoropyridin-3-yl)-N-[2-(6-methoxy-1H-indol-3-yl)ethyl]5H,6H,7H,8H,9H-pyrimido[4,5-d]azepin-4-amine C(C)N1CCC2=C(CC1)C(=NC(=N2)C=2C=NC=C(C2)F)NCCC2=CNC1=CC(=CC=C21)OC